thiochromanyl oxide S1C(CCC2=CC=CC=C12)OC1SC2=CC=CC=C2CC1